CC1CN(CC(O1)C)C=1C=C(C=CC1C(=O)N1CCS(CC1)(=O)=O)NC(=O)C1CC1 N-[3-[(anti)-2,6-dimethylmorpholin-4-yl]-4-(1,1-dioxo-1,4-thiazinane-4-carbonyl)phenyl]cyclopropanecarboxamide